1,1-dimethylethyl (1,1-dimethyl-2-oxo-2-{[6-(spiro[1-benzofuran-3,1'-cyclopropan]-4-yloxy)-3-pyridinyl]amino}ethyl)carbamate CC(C(NC=1C=NC(=CC1)OC1=CC=CC2=C1C1(CC1)CO2)=O)(C)NC(OC(C)(C)C)=O